C1(=CC=CC=C1)C1=C(NC2=NC=CC=C21)C=O 3-PHENYL-1H-PYRROLO[2,3-B]PYRIDINE-2-CARBOXALDEHYDE